N-(2-methoxy-4-(2-(trifluoromethoxy)ethoxy)phenyl)-7-(1-methyl-1,2,3,6-tetrahydropyridin-4-yl)quinolin-4-amine COC1=C(C=CC(=C1)OCCOC(F)(F)F)NC1=CC=NC2=CC(=CC=C12)C=1CCN(CC1)C